1-[1-(6-Chloropyridazin-4-yl)-1H-indazol-6-yl]-1H-pyrrole-2-carbonitrile ClC1=CC(=CN=N1)N1N=CC2=CC=C(C=C12)N1C(=CC=C1)C#N